4-[3-(dibenzothiophen-4-yl)biphenyl-4-yl]-benzofuro[3,2-d]pyrimidine C1=CC=C(C=2SC3=C(C21)C=CC=C3)C=3C=C(C=CC3C=3C2=C(N=CN3)C3=C(O2)C=CC=C3)C3=CC=CC=C3